nitrogen 6-benzoyl-3'-O-(methylthiomethyl)-5'-O-(tert-butyldimethylsilyl)-2'-deoxyadenosine C(C1=CC=CC=C1)(=O)C1(C2=NCN([C@H]3C[C@H](OCSC)[C@@H](CO[Si](C)(C)C(C)(C)C)O3)C2=NC=N1)N.[N]